FC1=CC=C2C3=C(C=NC(NC=4C=C(C=C(OCCCOC2=C1)N4)CS(=O)(C)=N)=C3)F (5,22-difluoro-8,12-dioxa-18,20,24-triazatetracyclo[17.3.1.113,17.02,7]tetracosa-1(22),2,4,6,13,15,17(24),19(23),20-nonaen-15-yl)methyl-imino-methyl-oxo-λ6-sulfane